FC=1C(=NC(=NC1)NC1=CC2=C(B(OC2)O)C=C1)NC(CC)CCC 5-((5-fluoro-4-(hexan-3-ylamino)pyrimidin-2-yl)amino)benzo[c][1,2]oxaborol-1(3H)-ol